3-Benzoylamino-2-fluorobenzoyl chloride C(C1=CC=CC=C1)(=O)NC=1C(=C(C(=O)Cl)C=CC1)F